C(C)(C)(C)P(C1=CC=C(C=C1)N(C)C)(C(C)(C)C)[Pd] (di-t-butyl-(4-dimethylaminophenyl)phosphino)palladium